C(C)(C)(C)OC(=O)N1C2CN(CC1CC2)C=2C1=C(N=C(N2)SC)C(=C(N=C1)Cl)F 3-(7-chloro-8-fluoro-2-(methylthio)pyrido[4,3-d]pyrimidin-4-yl)-3,8-diazabicyclo[3.2.1]octane-8-carboxylic acid tert-butyl ester